tert-butyl 2-(2-oxo-5-(3-(thiophen-2-yl)benzamido)pyridin-1(2H)-yl)acetate O=C1N(C=C(C=C1)NC(C1=CC(=CC=C1)C=1SC=CC1)=O)CC(=O)OC(C)(C)C